CC1=CC2=C(CCO2)C=C1NC1=NC=C2NC(N(C2=N1)C1CCOCC1)=O ((6-methyl-2,3-dihydrobenzofuran-5-yl)amino)-9-(tetrahydro-2H-pyran-4-yl)-7,9-dihydro-8H-purin-8-one